6-methyl-N-(1-methylcyclopropyl)-5-(1,2,3,4-tetrahydro-2,7-naphthyridine-2-carbonyl)furo[2,3-d]pyrimidin-4-amine CC1=C(C2=C(N=CN=C2NC2(CC2)C)O1)C(=O)N1CC2=CN=CC=C2CC1